[N-](S(=O)(=O)C(F)(F)F)S(=O)(=O)C(F)(F)F.C(CCCCCCC)[N+](CCCS(=O)(=O)O)(CCCCCCCC)CCCCCCCC N,N,N-trioctyl-N-(3-sulfo-propyl)ammonium bis(trifluoromethanesulfonyl)imide salt